C(C)(=O)N[C@@H](CCSC)C(=O)O |r| N-Acetyl-D,L-Methionine